(3,5-dimethoxyphenyl)cyclohexane-1-one COC=1C=C(C=C(C1)OC)C1C(CCCC1)=O